C(C1=CC=CC=C1)NC1=CC=2C(C3=CC(=CC=C3C2C=C1)NCC1=CC=CC=C1)(C)C N2,N7-dibenzyl-9,9-dimethyl-9H-fluorene-2,7-diamine